tert-butyl N-[[6-[[6-(2,6-dichlorophenyl)-8-methyl-7-oxo-pyrido[2,3-d]pyrimidin-2-yl]amino]pyridazin-3-yl]methyl]carbamate ClC1=C(C(=CC=C1)Cl)C1=CC2=C(N=C(N=C2)NC2=CC=C(N=N2)CNC(OC(C)(C)C)=O)N(C1=O)C